N[C@H](C(=O)N[C@H](C(=O)OC(C)(C)C)CCC(C=[N+]=[N-])=O)CCCCNC(CCCC[C@@H]1SC[C@H]2NC(N[C@H]21)=O)=O tert-Butyl (S)-2-((S)-2-amino-6-(5-((3aR,4S,6aS)-2-oxohexahydro-1H-thieno[3,4-d]imidazol-4-yl)pentanamido)hexanamido)-6-diazo-5-oxohexanoate